C(#N)C1=C(C(=C(C(=C1N1C2=CC=C(C=C2C=2C=C(C=CC12)C#N)C#N)C=1C(=NC(=CC1)C1=CC=CC=C1)C1=CC=CC=C1)N1C2=CC=C(C=C2C=2C=C(C=CC12)C#N)C#N)N1C2=CC=C(C=C2C=2C=C(C=CC12)C#N)C#N)N1C2=CC=C(C=C2C=2C=C(C=CC12)C#N)C#N 9,9',9'',9'''-(4-cyano-6-(2,6-diphenylpyridin-3-yl)benzene-1,2,3,5-tetrayl)tetrakis(9H-carbazole-3,6-dicarbonitrile)